tert-butyl (S)-2-((((9H-fluoren-9-yl)methoxy)carbonyl)amino)-3-(3-(2-cyanoimidazo[1,2-b]pyridazin-6-yl)phenyl)propanoate C1=CC=CC=2C3=CC=CC=C3C(C12)COC(=O)N[C@H](C(=O)OC(C)(C)C)CC1=CC(=CC=C1)C=1C=CC=2N(N1)C=C(N2)C#N